1,3-diethyl-2-imidazolidinone C(C)N1C(N(CC1)CC)=O